BrC(=O)OCC(CC)CC 2-ethylbutyl bromoformate